N-(1H-indol-3-yl)-2-oxo-1-(thiophen-3-ylmethyl)-2,3-dihydro-1H-thieno[2,3-b][1,4]thiazine-6-carboxamide N1C=C(C2=CC=CC=C12)NC(=O)C1=CC2=C(SCC(N2CC2=CSC=C2)=O)S1